(2-((2-(2,6-dioxopiperidin-3-yl)-3-oxoisoindol-5-yl)amino)ethyl)carbamic acid O=C1NC(CCC1N1CC2=CC=C(C=C2C1=O)NCCNC(O)=O)=O